C(C1=CC=CC=C1)OCCC1COC(OC1)=O 5-[2-(Benzyloxy)ethyl]-1,3-dioxan-2-on